(S)-2-(4,4-dichloro-3-methylpiperidin-1-yl)-N-(2-sulfamoylpyridin-4-yl)-5-(trifluoromethyl)nicotinamide (S)-(-)-ethyl-lactate C(C)OC([C@@H](O)C)=O.ClC1([C@H](CN(CC1)C1=C(C(=O)NC2=CC(=NC=C2)S(N)(=O)=O)C=C(C=N1)C(F)(F)F)C)Cl